OC=1C(=CC=C2COC(=O)C12)OC 7-hydroxy-6-methoxyphthalide